chloro-1-undecene ClC=CCCCCCCCCC